C(C1CO1)OC(C1=CC=C(C=C1)O)=O p-hydroxybenzoic acid Glycidyl ester